ClC1=C2N=CN(C2=NC=N1)[C@H]1C=C[C@H](C1)O (1S,4R)-4-(6-chloro-9H-purin-9-yl)cyclopent-2-en-1-ol